(2R,4R)-1-(3-chloro-2-fluorobenzyl)-4-((6-chloro-3,5-difluoro-4-methylpyridin-2-yl)methyl)-2-methylpiperidine-4-carboxylic acid tert-butyl ester C(C)(C)(C)OC(=O)[C@]1(C[C@H](N(CC1)CC1=C(C(=CC=C1)Cl)F)C)CC1=NC(=C(C(=C1F)C)F)Cl